COCOCC1(N=N1)C(CCC(=O)OC(C)(C)C)(C)C tert-butyl 4-(3-((methoxymethoxy)methyl)-3H-diazirin-3-yl)-4-methylpentanoate